C(C)(C)(C)OOC1(CC(CC(C1)C)(C)C)OOC(C)(C)C 1,1-di-(tert.-butylperoxy)-3,3,5-trimethylcyclohexane